(2-cyclopropylethyl)-4-(6-methoxypyridin-3-yl)-1H-imidazole-1-carboxamide C1(CC1)CCC=1N(C=C(N1)C=1C=NC(=CC1)OC)C(=O)N